2-ethylhexyl-2-cyano-3-(4-methoxyphenyl)-3-phenylacrylate C(C)C(COC(C(=C(C1=CC=CC=C1)C1=CC=C(C=C1)OC)C#N)=O)CCCC